2-(1,1-difluoro-6-phenylhex-1-en-2-yl)naphthalene methyl-(1R,2R,4S,E)-6-(methoxyimino)bicyclo[2.2.1]heptane-2-carboxylate COC(=O)[C@H]1[C@@H]2/C(/C[C@H](C1)C2)=N/OC.FC(=C(CCCCC2=CC=CC=C2)C2=CC1=CC=CC=C1C=C2)F